(((1-acetylpiperidin-4-yl)methyl) amino)pyrimidine-4-carboxylate C(C)(=O)N1CCC(CC1)CNC1=NC=CC(=N1)C(=O)[O-]